monobutyloxymethylacetylene C(CCC)OCC#C